C(C)(C)C=1C=NN2C1N=C(N=C2NC2CCN(CC2)C(=O)OCC2=C([C-]=N2)F)NC2CCOCC2 (3-fluoroazetidyl)methyl 4-((8-isopropyl-2-((tetrahydro-2H-pyran-4-yl)amino)pyrazolo[1,5-a][1,3,5]triazine-4-yl)amino)piperidine-1-carboxylate